9,9-bis(2-(2-ethoxyethoxy)ethyl)-2-iodo-9H-fluorene C(C)OCCOCCC1(C2=CC=CC=C2C=2C=CC(=CC12)I)CCOCCOCC